5-(tetrahydro-2H-pyran-4-yl)picolinic acid O1CCC(CC1)C=1C=CC(=NC1)C(=O)O